Methyl 6-fluorobenzo[d]thiazole-2-carboxylate FC1=CC2=C(N=C(S2)C(=O)OC)C=C1